N-(1-(azepan-1-yl)-2-oxo-1,2-dihydropyridin-3-yl)-4-((2-hydroxyethyl)sulfonamido)-2-(6-azaspiro[2.5]octan-6-yl)benzamide N1(CCCCCC1)N1C(C(=CC=C1)NC(C1=C(C=C(C=C1)NS(=O)(=O)CCO)N1CCC2(CC2)CC1)=O)=O